C(C)NC(=O)C1=CC(=NC(=C1)C=1N=NN(C1)C1=CC(=C(C(=O)O)C=C1)OC)C=1N=NN(C1)C1=CC(=C(C(=O)O)C=C1)OC 4,4'-((4-(ethylcarbamoyl)pyridine-2,6-diyl)bis(1H-1,2,3-triazole-4,1-diyl))bis(2-methoxybenzoic acid)